BrC1=CC=2C[C@H]3N(C2C=C1)S(C=1[C@H](C3(C)C)C=C(CC1)C)(=O)=O (11aR,12aS)-9-bromo-2,12,12-trimethyl-11,11a,12,12a-tetrahydro-3H-benzo[5,6][1,2]thiazino[2,3-a]indole 5,5-dioxide